6-(5-(3-cyano-6-(2-hydroxy-2-methylpropyloxy)pyrazolo[1,5-a]pyridin-4-yl)pyridin-2-yl)-3,6-diazabicyclo[3.1.1]heptane-3-carboxylic acid tert-butyl ester C(C)(C)(C)OC(=O)N1CC2N(C(C1)C2)C2=NC=C(C=C2)C=2C=1N(C=C(C2)OCC(C)(C)O)N=CC1C#N